ClC(C)(C)C1=CC=C(C=C1)C(C)(C)Cl α,α'-dichloro-1,4-diisopropylbenzene